N1N=CC(=C1)S(=O)(=O)C1=CC2=C(C(N(N=C2)CC2=NNC(=C2)C)=O)C=N1 7-((1H-pyrazol-4-yl)sulfonyl)-3-((5-methyl-1H-pyrazol-3-yl)methyl)pyrido[3,4-d]pyridazin-4(3H)-one